OCCCC#CC1=C(C=CC=C1)O 2-(5-hydroxypent-1-ynyl)phenol